OCC(C1=NC=NC(=C1)OCC(F)(F)F)NC(=O)NC1CC2(C1)CCC2 1-{2-Hydroxy-1-[6-(2,2,2-trifluoro-ethoxy)-pyrimidin-4-yl]-ethyl}-3-spiro[3.3]hept-2-yl-urea